4-ethoxy-6-(1-(7-(2-(ethyl(methyl)amino)ethyl)-1-oxo-5-(4,4,5,5-tetramethyl-1,3,2-dioxaborolan-2-yl)-3,4-dihydroisoquinolin-2(1H)-yl)ethyl)nicotinonitrile C(C)OC1=CC(=NC=C1C#N)C(C)N1C(C2=CC(=CC(=C2CC1)B1OC(C(O1)(C)C)(C)C)CCN(C)CC)=O